ClC=1C=NN2C1N=C(C(=C2)O[C@H](C(C)(O)C)C)C |o1:11| (3S*)-3-(3-chloro-5-methyl-pyrazolo[1,5-a]pyrimidin-6-yl)oxy-2-methyl-butan-2-ol